CN(C)C(N(C)C)(N(C)C)[SiH3] tris(N,N-dimethylamino)methylsilane